1-bromo-2,4-difluoro-3-iodo-benzene BrC1=C(C(=C(C=C1)F)I)F